ClC1=C(C=CC(=C1)Cl)CNC1=NC(=NC(=C1)C1=NC=CC=C1)NC 4-N-[(2,4-dichlorophenyl)methyl]-2-N-methyl-6-pyridin-2-ylpyrimidine-2,4-diamine